FC=1C=C(C=C(C1)F)[C@@H]1CCN2N1C(C1(C2)CCN(CC1)C1=CC(=NC=C1)OC)=O (S)-7'-(3,5-difluorophenyl)-1-(2-methoxypyridin-4-yl)dihydro-1'H,3'H,5'H-spiro[piperidine-4,2'-pyrazolo[1,2-a]pyrazol]-1'-one